[2-(3-chloro-4-methoxy-phenylamino)-5-methyl-pyrimidin-4-ylamino]-3H-benzooxazol-2-one ClC=1C=C(C=CC1OC)NC1=NC=C(C(=N1)NN1C(OC2=C1C=CC=C2)=O)C